trans-3-(3-methyl-4-(7-morpholinoquinoxalin-2-yl)-1H-pyrazol-1-yl)cyclobutane-1-carboxylic acid methyl ester COC(=O)[C@@H]1C[C@H](C1)N1N=C(C(=C1)C1=NC2=CC(=CC=C2N=C1)N1CCOCC1)C